4-((2-(4-aminopiperidin-1-yl)ethyl)thio)-2-(2,6-dioxopiperidin-3-yl)isoindoline-1,3-dione NC1CCN(CC1)CCSC1=C2C(N(C(C2=CC=C1)=O)C1C(NC(CC1)=O)=O)=O